tert-butyl (3-((1-(1-oxo-1,2-dihydroisoquinolin-4-yl)ethyl)amino) propyl)carbamate O=C1NC=C(C2=CC=CC=C12)C(C)NCCCNC(OC(C)(C)C)=O